CN(C=1C=CC=2N(C1)N=CC2C(=O)N2[C@@H](C1=C(CC2)NC=N1)C1=NN2C(C(=CC=C2)C)=C1)C (S)-(6-(dimethylamino)pyrazolo[1,5-a]pyridin-3-yl)(4-(4-methylpyrazolo[1,5-a]pyridin-2-yl)-6,7-dihydro-1H-imidazo[4,5-c]pyridin-5(4H)-yl)methanone